FC=1C=C(C=CC1)C=1C(=NN(C1C(=O)O)C=1SC(=C(N1)C1=CCC(CC1)C)SC(C)C)C 4-(3-fluorophenyl)-1-(5-(isopropylthio)-4-(4-methylcyclohex-1-en-1-yl)thiazol-2-yl)-3-methyl-1H-pyrazole-5-carboxylic acid